(2S)-2-amino-4-hydroxy-butyric acid N[C@H](C(=O)O)CCO